3-(N-(3,5-Bis((E)-3,4-dimethoxybenzylidene)-4-oxocyclohexyl)sulfamoyl)benzenaminium trifluoroacetate FC(C(=O)[O-])(F)F.COC=1C=C(\C=C\2/CC(C\C(\C2=O)=C/C2=CC(=C(C=C2)OC)OC)NS(=O)(=O)C=2C=C(C=CC2)[NH3+])C=CC1OC